(9H-fluoren-9-yl)methyl (6-chloro-7-fluorothiazolo[4,5-c]pyridin-2-yl)carbamate hydrobromide Br.ClC1=C(C2=C(C=N1)N=C(S2)NC(OCC2C1=CC=CC=C1C=1C=CC=CC21)=O)F